C1(=CC=CC=C1)/N=N/C=1C=C(N)C=CC1 (E)-3-(phenyldiazenyl)aniline